P(=O)(OC1=CC=C(C=C1)C(C)(C)CC(C)(C)C)(OC1=CC=C(C=C1)C(C)(C)CC(C)(C)C)[O-] di(4-tert-octylphenyl) phosphate